Br.C1(=CC=CC=C1)NC(=N)NC1=CC=CC=C1 1,3-diphenyl-guanidine hydrobromide